4-(4-(2-(4-((2-(methylsulfonamido)pyrimidin-4-yl)methoxy)phenyl)propan-2-yl)phenoxy)piperidine CS(=O)(=O)NC1=NC=CC(=N1)COC1=CC=C(C=C1)C(C)(C)C1=CC=C(OC2CCNCC2)C=C1